{4-[4-amino-7-(tetrahydro-2H-pyran-4-yl)-pyrrolo[2,1-f][1,2,4]triazin-5-yl]phenyl}-1-(4-fluorophenyl)-2-oxo-1,2-dihydropyridine-3-carboxamide NC1=NC=NN2C1=C(C=C2C2CCOCC2)C2=CC=C(C=C2)C2=C(C(N(C=C2)C2=CC=C(C=C2)F)=O)C(=O)N